C1(=CC=CC=C1)[C@@H](C)NC1CCCC=2C3=C(OC21)C=CC(=C3)C3=CC=C2CNC(C2=C3)=O 6-(6-(((R)-1-phenylethyl)amino)-6,7,8,9-tetrahydrodibenzo[b,d]furan-2-yl)isoindolin-1-one